6-iodo-1-methylquinoline-2,4(1H,3H)-dione IC=1C=C2C(CC(N(C2=CC1)C)=O)=O